FC=1C=C(C=CC1)C=1C(=NN(C1C(=O)O)C=1SC(=C(N1)C1=CC=C(C=C1)S(=O)(=O)C)SC(C)C)C 4-(3-fluorophenyl)-1-(5-(isopropylsulfanyl)-4-(4-(methylsulfonyl)phenyl)thiazol-2-yl)-3-methyl-1H-pyrazole-5-carboxylic acid